4,6,8,10-tetramethyltridecyl propyloxymethyl ether C(CC)OCOCCCC(CC(CC(CC(CCC)C)C)C)C